1-((S)-1-(4-bromo-5-methoxypyridin-2-yl)-2,2,2-trifluoroethyl)-1-ethyl-3-((S)-1,1,1,5,5,5-hexafluoropentan-2-yl)urea BrC1=CC(=NC=C1OC)[C@@H](C(F)(F)F)N(C(=O)N[C@H](C(F)(F)F)CCC(F)(F)F)CC